N1C=NC(=C1)C1=CC=C(OCC2=CC=C(C=C2)S(=O)(=O)N2CCOCC2)C=C1 4-((4-((4-(1H-imidazol-4-yl)phenoxy)methyl)phenyl)sulfonyl)morpholine